[Ru].N1=CC=CC=C1.N1=CC=CC=C1.N1=CC=CC=C1 Tripyridine ruthenium